(S)-4-(((S)-3-fluoro-2-methoxypropyl)(4-(5,6,7,8-tetrahydro-1,8-naphthyridin-2-yl)butyl)amino)-2-(1-(quinolin-4-yl)cyclopropane-1-carboxamido)butanoic acid FC[C@H](CN(CC[C@@H](C(=O)O)NC(=O)C1(CC1)C1=CC=NC2=CC=CC=C12)CCCCC1=NC=2NCCCC2C=C1)OC